2-(2-tert-butyl-5-methylphenoxy)-4-methylaniline C(C)(C)(C)C1=C(OC2=C(N)C=CC(=C2)C)C=C(C=C1)C